1H-pyrazolo[4,3-g]quinoline N1N=CC=2C=C3C=CC=NC3=CC21